C(CCC(C)(C)C)(=O)OOC(C)(C)C1=CC=CC=C1 cumyl peroxy-neoheptanoate